ClC1=NN(C=C1C=O)C1=CC=C(C=C1)Cl 3-chloro-1-(4-chlorophenyl)-1H-pyrazole-4-carbaldehyde